[O-]CCC.[O-]CCC.[O-]CCC.[In+3] indium tri(n-propoxide)